2-(4-(2-(4-chloro-2-fluorophenyl)-2-ethylbenzo[d][1,3]dioxol-4-yl)-2,6-difluorobenzyl)-1-(2-methoxyethyl)-1H-benzo[d]imidazole-6-carboxylic acid ClC1=CC(=C(C=C1)C1(OC2=C(O1)C=CC=C2C2=CC(=C(CC1=NC3=C(N1CCOC)C=C(C=C3)C(=O)O)C(=C2)F)F)CC)F